3-Hydroxy-3-{2-[4-(trifluoromethyl)phenyl]ethynyl}pyrrolidine-1-carboxylic acid tert-butyl ester C(C)(C)(C)OC(=O)N1CC(CC1)(C#CC1=CC=C(C=C1)C(F)(F)F)O